(1S,2S)-trans-1,2-cyclopentanediamine dihydrochloride C1C[C@@H]([C@H](C1)N)N.Cl.Cl